sodium 3,5-pyrazoledicarboxylate N1N=C(C=C1C(=O)[O-])C(=O)[O-].[Na+].[Na+]